tin oxide-selenide [Sn](=O)=[Se]